O1COC2=C1C=CC(=C2)C2=NC(=C1C(=N2)N(N=C1)C1=CC=C(C=C1)OC)NC(=O)C=1SC(=CC1)[N+](=O)[O-] N-(6-(benzo[d][1,3]dioxol-5-yl)-1-(4-methoxyphenyl)-1H-pyrazolo[3,4-d]pyrimidin-4-yl)-5-nitrothiophene-2-carboxamide